(1'R,2'R)-6-hydroxy-5'-methyl-4-pentyl-2'-(prop-1-en-2-yl)-1',2',3',4'-tetrahydro-[1,1'-biphenyl]-2-yl carbonochloridate C(OC1=C(C(=CC(=C1)CCCCC)O)[C@H]1[C@@H](CCC(=C1)C)C(=C)C)(=O)Cl